butyl (4S,7R)-4-(3-hydroxyphenyl)-7-(2-methoxyphenyl)-2-methyl-5-oxo-1,4,5,6,7,8-hexahydroquinoline-3-carboxylate OC=1C=C(C=CC1)[C@@H]1C(=C(NC=2C[C@H](CC(C12)=O)C1=C(C=CC=C1)OC)C)C(=O)OCCCC